(2-pyridylamino)pregn-5-en N1=C(C=CC=C1)NCC[C@H]1CC[C@H]2[C@@H]3CC=C4CCCC[C@]4(C)[C@H]3CC[C@]12C